1,4-bis[4-(4-maleimidophenoxy)-alpha,alpha-dimethylbenzyl]benzene C1(C=CC(N1C1=CC=C(OC2=CC=C(C(C)(C)C3=CC=C(C=C3)C(C3=CC=C(C=C3)OC3=CC=C(C=C3)N3C(C=CC3=O)=O)(C)C)C=C2)C=C1)=O)=O